C1(CC1)N1N=C(C=C1)OCC12CCC(CC1)(CC2)OCC=2C(=NOC2C2CC2)C2=C(C=NC=C2Cl)Cl 1-Cyclopropyl-3-((4-((5-cyclopropyl-3-(3,5-dichloropyridin-4-yl)isoxazol-4-yl)methoxy)bicyclo[2.2.2]octan-1-yl)methoxy)-1H-pyrazol